2-((S)-1-propenoyl-4-((R)-7-(3-hydroxynaphthalen-1-yl)-2-(((S)-1-methylpyrrolidin-2-yl)methoxy)-5,6,7,8-tetrahydroquinazolin-4-yl)piperazin-2-yl)acetonitrile C(C=C)(=O)N1[C@H](CN(CC1)C1=NC(=NC=2C[C@@H](CCC12)C1=CC(=CC2=CC=CC=C12)O)OC[C@H]1N(CCC1)C)CC#N